NC1(CCCCCCC1)C(=O)O 1-Aminocyclooctane-1-carboxylic acid